C1(CCCCC1)C#N cyclohexane-carbonitrile